C(C(C)C)(=O)OC1=C(C=CC=C1)CC=C 2-allylphenyl isobutyrate